C(C1=CC=CC=C1)C1(C(=O)N)CC=C(C(=O)N(C2=CC(=C(C(=C2)OC)OC)OC)CC2=CC=C(C=C2)OC)C=C1 1-benzyl-N4-(4-methoxybenzyl)N4-(3,4,5-trimethoxyphenyl)terephthalamide